C(C)(=O)C1=C(C=C(C=C1)N1C=NC=2C1=NC=C(C2)N)N2N=C(C=C2C)C#N 1-[2-acetyl-5-(6-aminoimidazo[4,5-b]pyridin-3-yl)phenyl]-5-methyl-pyrazole-3-carbonitrile